ClC1=CC=C(C=C1)[C@@H]1N(C[C@H](N(C1)CCC(=O)O)C)C(CNC(\C=C\C1=CC=C(C=C1)C(F)(F)F)=O)=O 3-[(2R,5S)-5-(4-chlorophenyl)-4-[2-[[(E)-3-[4-(trifluoromethyl)phenyl]prop-2-enoyl]amino]acetyl]-2-methylpiperazin-1-yl]propanoic acid